2-fluoro-2-propene FC(C)=C